[5-(3-cyclobutyl-1H-1,2,4-triazol-1-yl)-2-methylphenyl]methanone C1(CCC1)C1=NN(C=N1)C=1C=CC(=C(C1)C=O)C